1-((1-acryloyl-3-fluoroazetidin-3-yl)methyl)-7-chloro-4-(2-isopropyl-4-methylpyridin-3-yl)-6-(3-methyl-1H-indazol-7-yl)-1,4-dihydropyrido[2,3-b]pyrazine-2,3-dione C(C=C)(=O)N1CC(C1)(F)CN1C2=C(N(C(C1=O)=O)C=1C(=NC=CC1C)C(C)C)N=C(C(=C2)Cl)C=2C=CC=C1C(=NNC21)C